ClC1=C2C(=NC=C1C(=O)OCC)N(N=C2C)C2=CC(=CC(=C2)Cl)Cl ethyl 4-chloro-1-(3,5-dichlorophenyl)-3-methyl-1H-pyrazolo[3,4-b]pyridine-5-carboxylate